4-(4-((1-(4-((S)-2-(3-Chloro-4-cyanophenyl)-3-methyl-2,8-diazaspiro[4.5]decan-8-yl)benzoyl)piperidin-4-yl)meth-yl)piperazin-1-yl)-N-((S)-2,6-dioxopiperidin-3-yl)-2-fluorobenzamide ClC=1C=C(C=CC1C#N)N1CC2(C[C@@H]1C)CCN(CC2)C2=CC=C(C(=O)N1CCC(CC1)CN1CCN(CC1)C1=CC(=C(C(=O)N[C@@H]3C(NC(CC3)=O)=O)C=C1)F)C=C2